(3-([1,1'-biphenyl]-4-yl(phenyl)amino)phenyl)boronic acid C1(=CC=C(C=C1)N(C=1C=C(C=CC1)B(O)O)C1=CC=CC=C1)C1=CC=CC=C1